butanoic acid-d7 C(C(C(C([2H])([2H])[2H])([2H])[2H])([2H])[2H])(=O)O